O=C1N(C(CN1C1=CC=C(C=C1)C(F)(F)F)=O)CC1=CC(=C(OC(C(=O)OCC)(C)C)C(=C1)F)F Ethyl 2-(4-((2,5-dioxo-3-(4-(trifluoromethyl)phenyl) imidazolin-1-yl)methyl)-2,6-difluorophenoxy)-2-methylpropionate